C(C)(C)(C)OC(=S)N1C(C2(C1)CC(C2)OC)C (4s,6s)-6-methoxy-1-methyl-2-azaspiro[3.3]heptane-2-thiocarboxylic acid-O-tert-butyl ester